3-benzylazidobenzoic acid C(C1=CC=CC=C1)C=1C(=C(C(=O)O)C=CC1)N=[N+]=[N-]